C1(CC1)C(=O)C=1C=CC=C2C(=NC=NC12)N[C@H](CN1CCN(CC1)S(=O)(=O)C1=C(N=C(S1)NC(OC)=O)C)C methyl N-[5-({4-[(2S)-2-[(8-cyclopropanecarbonylquinazolin-4-yl)amino]propyl]piperazin-1-yl} sulfonyl)-4-methyl-1,3-thiazol-2-yl]carbamate